tri(3-pyridyl)vinylsilane N1=CC(=CC=C1)C(=C(C=1C=NC=CC1)C=1C=NC=CC1)[SiH3]